O1CCN(CC1)S(=O)(=O)N1CCN(CC1)C1=C2C(=NC=C1)NC=C2 4-(4-(morpholinosulfonyl)piperazin-1-yl)-1H-pyrrolo[2,3-b]pyridin